N-methylcyclobutanecarboxamide CNC(=O)C1CCC1